C(#N)C1=C(C=C(C=N1)NC(CC(=O)O)=O)C(F)(F)F 3-[[6-cyano-5-(trifluoromethyl)-pyridin-3-yl]amino]-3-oxopropanoic acid